6-(1H-imidazol-4-yl)-12,12-dimethyl-5-[3-(trifluoromethyl)-1H-1,2,4-triazol-5-yl]-11-oxa-2,4,7-triazatricyclo[7.4.0.03,7]trideca-1,3,5,8-tetraene N1C=NC(=C1)C1=C(N=C2N=C3CC(OCC3=CN12)(C)C)C1=NC(=NN1)C(F)(F)F